The molecule is a decaprenyl diphosphate having (Z)-stereochemistry about all but one of the double bonds. It is a conjugate acid of a (2Z,6Z,10Z,14Z,18Z,22Z,26Z,30Z,34E)-decaprenyl diphosphate(3-). CC(=CCC/C(=C/CC/C(=C\\CC/C(=C\\CC/C(=C\\CC/C(=C\\CC/C(=C\\CC/C(=C\\CC/C(=C\\CC/C(=C\\COP(=O)(O)OP(=O)(O)O)/C)/C)/C)/C)/C)/C)/C)/C)/C)C